2-(3,8-Diazabicyclo[3.2.1]oct-8-yl)-5-(4-chloro-2-methyl-2H-benzo[d][1,2,3]triazol-5-yl)-3-methyl-3,7-dihydro-4H-pyrrolo[2,3-d]pyrimidin-4-one C12CNCC(CC1)N2C=2N(C(C1=C(N2)NC=C1C1=C(C=2C(=NN(N2)C)C=C1)Cl)=O)C